OC1=CC(=C(/C=C/C=2C=C(C=C(C2)O)O)C=C1)O[Si](C)(C)C (E)-5-(4-hydroxy-2-(trimethylsiloxy)styryl)-1,3-benzenediol